N-(5-(2-methylquinazolin-7-yl)thiazol-2-yl)tetrahydro-2H-pyran-4-carboxamide CC1=NC2=CC(=CC=C2C=N1)C1=CN=C(S1)NC(=O)C1CCOCC1